N-(4-bromo-2,6-dimethylphenyl)-2-(4,4-difluoro-1-methylcyclohexyl)acetamide BrC1=CC(=C(C(=C1)C)NC(CC1(CCC(CC1)(F)F)C)=O)C